NCC1=CC=C(C=C1)CNC1=C(C(=NN1C(C1=C(C=CC=C1)F)=O)C1C(CN(CC1)C(=O)N1CCCC1)C(F)(F)F)C N-{[4-(aminomethyl)phenyl]methyl}-1-(2-fluorobenzoyl)-4-methyl-3-[1-(pyrrolidine-1-carbonyl)-3-(trifluoromethyl)piperidin-4-yl]-1H-pyrazol-5-amine